(±)-trans-8-chloro-3-((trans)-2-cyanocyclopropanecarboxamido)isoquinolin-6-ylboronic acid ClC=1C=C(C=C2C=C(N=CC12)NC(=O)[C@H]1[C@@H](C1)C#N)B(O)O |r|